FC1=C(C(=CC(=C1)[N+](=O)[O-])[N+](=O)[O-])O 2-fluoro-4,6-dinitrophenol